C(C)(C)C1=C(C=C(C1)C(C)C)C(C)C 1,2,4-triisopropylcyclopentadiene